dimorpholinomaleate O1CCN(CC1)/C(=C(/C(=O)[O-])\N1CCOCC1)/C(=O)[O-]